(2-Chloro-2'-methyl-[1,1'-biphenyl]-3,3'-diyl)bis(azetidine-3-ol) ClC1=C(C=CC=C1N1CC(C1)O)C1=C(C(=CC=C1)N1CC(C1)O)C